BrC1=CC=C2C3=C1C=CC1=CC=C4C(=CC=C(C2C2CCCC2)C4=C13)Br 3,9-dibromo-6-cyclopentyl-6H-benzo[cd]pyrene